sodium aluminum water O.[Al].[Na]